BrC=1C=C(C=CC1)C1(CC(C2=CC=NC=C21)O)O 7-(3-bromophenyl)-6,7-dihydro-5H-cyclopenta[d]pyridine-5,7-diol